(2R,3R,4R)-2-(6-Chloro-2-(furan-2-yl)-8-(hex-1-yn-1-yl)-9H-purin-9-yl)tetrahydrofuran-3,4-diyl diacetate C(C)(=O)O[C@H]1[C@@H](OC[C@H]1OC(C)=O)N1C2=NC(=NC(=C2N=C1C#CCCCC)Cl)C=1OC=CC1